(R)-(3-methoxy-4-((4-((tetrahydrofuran-3-yl)amino)-5-(trifluoromethyl)-7H-pyrrolo[2,3-d]pyrimidin-2-yl)amino)phenyl)di-methylphosphine oxide COC=1C=C(C=CC1NC=1N=C(C2=C(N1)NC=C2C(F)(F)F)N[C@H]2COCC2)P(C)(C)=O